C12CN(CC(CC1)N2)C2=NC=NC=1NC(CN(C21)CC)=O 4-{3,8-diazabicyclo[3.2.1]oct-3-yl}-5-ethyl-6,8-dihydro-pteridin-7-one